O=C1NC(CCC1N1C(C2=CC=C(C=C2C1)CNC(C1=NC=CC=C1)=O)=O)=O N-((2-(2,6-dioxopiperidin-3-yl)-1-oxoisoindolin-5-yl)methyl)picolinamide